tert-butyl (1-(1-(2,6-bis(benzyloxy)pyridin-3-yl)-3-methyl-2-oxo-2,3-dihydro-1H-benzo[d]imidazol-5-yl)piperidin-4-yl)carbamate C(C1=CC=CC=C1)OC1=NC(=CC=C1N1C(N(C2=C1C=CC(=C2)N2CCC(CC2)NC(OC(C)(C)C)=O)C)=O)OCC2=CC=CC=C2